[(2R)-1,1,1-trifluoropropan-2-yl] 1,1,2,2,3,3,4,4,4-nonafluorobutane-1-sulfonate FC(C(C(C(F)(F)F)(F)F)(F)F)(S(=O)(=O)O[C@@H](C(F)(F)F)C)F